Cl.ClCC=1N=C2N(C=CC=C2)C1C(F)(F)F 2-(chloromethyl)-3-(trifluoromethyl)imidazo[1,2-a]Pyridine hydrochloride